nonacosan-1-yl montanate C(CCCCCCCCCCCCCCCCCCCCCCCCCCC)(=O)OCCCCCCCCCCCCCCCCCCCCCCCCCCCCC